methyl 2-bromo-5-{[(tert-butoxy)carbonyl]amino}-1,3-thiazole-4-carboxylate BrC=1SC(=C(N1)C(=O)OC)NC(=O)OC(C)(C)C